N-(2-aminoethyl)-5-((3-(4-(2-(4-methoxyphenyl)propan-2-yl)thiazol-2-yl)ureido)methyl)picolin-amide NCCNC(C1=NC=C(C=C1)CNC(=O)NC=1SC=C(N1)C(C)(C)C1=CC=C(C=C1)OC)=O